4-(t-butyl)benzoyl-hydrazine METHYLENCARBAMAT C=NC(O)=O.C(C)(C)(C)C1=CC=C(C(=O)NN)C=C1